C1(=C2N(C=N1)CCC2)[C@H](C(=O)NC=2SC=CN2)N2C(C1=CC(=CC(=C1C2)F)C2=CC=C(C=C2)C2CCNCC2)=O |r| (2RS)-2-(6,7-dihydro-5H-pyrrolo[1,2-c]imidazol-1-yl)-2-[4-fluoro-1-oxo-6-[4-(4-piperidinyl)phenyl]isoindolin-2-yl]-N-thiazol-2-yl-acetamide